[N+](#[C-])CCCCCCC[N+]#[C-] 1,7-DIISOCYANOHEPTANE